4-benzyl-7-bromo-2-chloroquinoline-3,4-diamine C(C1=CC=CC=C1)C1(C(C(=NC2=CC(=CC=C12)Br)Cl)N)N